3,9-dioctadecanyl-2,4,8,10-tetraoxa-3,9-diphosphaspiro[5.5]undecane C(CCCCCCCCCCCCCCCCC)P1OCC2(CO1)COP(OC2)CCCCCCCCCCCCCCCCCC